N-octyl-N,N,N-trimethylammonium iodide [I-].C(CCCCCCC)[N+](C)(C)C